CC(=C)CCCC(C)(C=C)O α-linalool